COC(C(CC)(C)N=NC(C(=O)OC)(CC)C)=O dimethyl-2,2'-azobis(2-methylbutyrate)